4'-amino-4-chloro-N-(pyridin-3-yl)-4''-sulfamoyl-[1,1':3',1''-terphenyl]-5'-carboxamide NC1=C(C=C(C=C1C(=O)NC=1C=NC=CC1)C1=CC=C(C=C1)Cl)C1=CC=C(C=C1)S(N)(=O)=O